(1R,3R)-2,2-dimethyl-3-phenylcyclopropanecarboxylic acid CC1([C@@H]([C@H]1C1=CC=CC=C1)C(=O)O)C